O=C1N(CCC(N1)=O)C=1C=CC(=NC1)N1CC2CCC(C1)C2C(=O)OC methyl 3-(5-(2,4-dioxotetrahydropyrimidin-1(2H)-yl)pyridin-2-yl)-3-azabicyclo[3.2.1]octane-8-carboxylate